2-(2-(4-methylpiperazino)ethylthio)-4-(1-indolyl)pyrimidine CN1CCN(CC1)CCSC1=NC=CC(=N1)N1C=CC2=CC=CC=C12